[Si](C1=CC=CC=C1)(C1=CC=CC=C1)(C(C)(C)C)OC[C@@H]1[C@@H](CC(N1COCCCl)=O)CC (4R,5S)-5-(((tert-butyldiphenylsilyl)oxy)methyl)-1-((2-chloroethoxy)methyl)-4-ethylpyrrolidin-2-one